ClS(=O)(=O)C1=C(N=C(S1)NC([O-])=O)C N-[5-(chlorosulfonyl)-4-methyl-1,3-thiazol-2-yl]carbamate